C(C)(C)N1N=C(N=C1C1CC(CC1)N1CCOCC1)C=1C=C(C(=NC1)N)C(F)(F)F 5-[1-Isopropyl-5-(3-morpholinocyclopentyl)-1,2,4-triazol-3-yl]-3-(trifluoromethyl)pyridin-2-amine